NC=1C=CC(=NC1)NC(C1=CC(=CC(=C1)C)F)=O N-(5-aminopyridin-2-yl)-3-fluoro-5-methylbenzamide